3-fluoro-1-[2-methoxy-1-[3-(2,2,2-trifluoroethyl)triazol-4-yl]ethyl]pyrazol-4-amine FC1=NN(C=C1N)C(COC)C=1N(N=NC1)CC(F)(F)F